2-chloro-9-(4-(1-isopropyl-4-(trifluoromethyl)-1H-imidazol-2-yl)benzyl)-9H-Purin-8-amine ClC1=NC=C2N=C(N(C2=N1)CC1=CC=C(C=C1)C=1N(C=C(N1)C(F)(F)F)C(C)C)N